ClC1=NN2C(N=CC(=C2[C@H](C)OC)NC2=CC(=C(C=C2)[C@@H](C(F)(F)F)N(C(=O)C2CCC2)C)C)=N1 N-[(1S)-1-[4-({2-chloro-7-[(1S)-1-methoxyethyl]-[1,2,4]triazolo[1,5-a]pyrimidin-6-yl}amino)-2-methylphenyl]-2,2,2-trifluoroethyl]-N-methylcyclobutanecarboxamide